5-((4-(cyclohexylamino)-5-methylpyrimidin-2-yl)amino)benzo[c][1,2]oxaborol-1(3H)-ol formic acid salt C(=O)O.C1(CCCCC1)NC1=NC(=NC=C1C)NC1=CC2=C(B(OC2)O)C=C1